N,1-dibenzyl-6-(3,5-dimethylisoxazol-4-yl)-1H-imidazo[4,5-b]pyridin-2-amine C(C1=CC=CC=C1)NC=1N(C=2C(=NC=C(C2)C=2C(=NOC2C)C)N1)CC1=CC=CC=C1